N1C=CC2=CC=CC(=C12)CN1CCC2(CC1)COC1=CC=3C(N(CC3C=C12)C1C(NC(CC1)=O)=O)=O 3-(1'-((1H-indol-7-yl)methyl)-7-oxo-5,7-dihydro-2H,6H-spiro[furo[2,3-f]isoindole-3,4'-piperidin]-6-yl)piperidine-2,6-dione